ClC1=CC=C(C=C1)[C@H](C=1C=CC(=NC1)C#N)OC1=CC=C2C(CCOC2=C1C)=O (R,S)-5-((4-Chlorophenyl)((8-methyl-4-oxochroman-7-yl)oxy)methyl)picolinonitrile